N(=[N+]=[N-])CC(=O)N[C@H](C(=O)N[C@H](C(=O)NC=1C=CC(=C(CN(C(OC(C)(C)C)=O)C)C1)CO)C)C tert-butyl 5-((S)-2-((S)-2-(2-azidoacetamido)propanamido)propanamido)-2-(hydroxymethyl)benzyl(methyl)carbamate